tetrahydro-2H-pyran-2,3,5-triol O1C(C(CC(C1)O)O)O